NC=1C2=C(N=CN1)N(C=C2C#CC=2C=C(C=CC2C)NC(C2=CC(=C(C=C2)CN2CCN(CC2)C)C(F)(F)F)=O)C N-(3-((4-amino-7-methyl-7H-pyrrolo[2,3-d]pyrimidin-5-yl)ethynyl)-4-methylphenyl)-4-((4-methylpiperazin-1-yl)methyl)-3-(trifluoromethyl)benzamide